2-(cyanomethyl)-4-(2-((1-methylpiperidin-4-yl)oxy)-5,6,7,8-tetrahydro-1,7-naphthyridin-4-yl)piperazine-1-carboxylic acid tert-butyl ester C(C)(C)(C)OC(=O)N1C(CN(CC1)C1=CC(=NC=2CNCCC12)OC1CCN(CC1)C)CC#N